ClC1=C2C(=NN(C2=CC=C1)S(=O)(=O)C1=CC=C(C=C1)C(C)(F)F)N1CC([C@@H](C1)C)(F)F 4-Chloro-1-[4-(1,1-difluoroethyl)phenyl]sulfonyl-3-[(4R)-3,3-difluoro-4-methyl-pyrrolidin-1-yl]indazole